N[C@H]1CS(C2=C(N(C1=O)CC1=CC=C(C=C1)Cl)C=C(C(=C2)F)C2=NOC(=N2)C(=O)NCC(C)(F)F)(=O)=O 3-[(3R)-3-amino-5-[(4-chlorophenyl)methyl]-8-fluoro-1,1,4-trioxo-2,3-dihydro-1lambda6,5-benzothiazepin-7-yl]-N-(2,2-difluoropropyl)-1,2,4-oxadiazole-5-carboxamide